FC=1C=C(CNC2=CN=C3N(C2=O)[C@@H](CC3)C(=O)O)C=C(C1)C (S)-3-((3-fluoro-5-methylbenzyl)amino)-4-oxo-4,6,7,8-tetrahydropyrrolo[1,2-a]pyrimidine-6-carboxylic acid